C1(CC1)NC1=C(C(=O)NC=2C(=NC(=CC2C)Cl)Cl)C=CC=N1 2-(cyclopropylamino)-N-(2,6-dichloro-4-methylpyridin-3-yl)nicotinamide